3-(3-(pyridin-4-yl)-1H-pyrazol-5-yl)urea N1=CC=C(C=C1)C1=NNC(=C1)NC(N)=O